C1=CC=C2C(=C1)C(=CN2)C(C#N)SC[C@@H](C(=O)NCC(=O)[O-])[NH3+] The molecule is a dipeptide zwitterion resulting from transfer of a proton from the carboxy to the amino group of Cys(IAN)-Gly; major species at pH 7.3. It is a tautomer of a Cys(IAN)-Gly.